6-chloro-N4-[2-(2-pyridyl)ethyl]-1,3,5-triazine-2,4-diamine ClC1=NC(=NC(=N1)N)NCCC1=NC=CC=C1